3-(4-(2-(pyrrolidin-1-yl)ethoxy)phenyl)-1H-1,2,4-triazole-3,5-diamine N1(CCCC1)CCOC1=CC=C(C=C1)C1(NNC(=N1)N)N